FC=1C=CC(=NC1)C1=NN=C(O1)C(=O)N1[C@@H](C2=C(CC1)NC=N2)C2=NN1C(C=CC=C1)=C2 (S)-(5-(5-fluoropyridin-2-yl)-1,3,4-oxadiazol-2-yl)(4-(pyrazolo[1,5-a]pyridin-2-yl)-6,7-dihydro-1H-imidazo[4,5-c]pyridin-5(4H)-yl)methanone